COC=1C=CC(=C2CNC(C12)=O)C1=CC=C2C=NN(C2=C1)C 7-methoxy-4-(1-methyl-1H-indazol-6-yl)-1-oxo-2,3-dihydro-1H-isoindol